(2-ethyloctyl)propan-1-ol Cetyl-isostearate C(CCCCCCCCCCCCCCC)C(C(=O)OC(CC)CC(CCCCCC)CC)CCCCCCCCCCCCCC(C)C